tert-butyl (2R,4R)-2-(((S)-1-oxo-1-((thieno[2,3-b]pyridin-5-ylmethyl) amino) propan-2-yl) carbamoyl)-4-phenylpyrrolidine-1-carboxylate O=C([C@H](C)NC(=O)[C@@H]1N(C[C@H](C1)C1=CC=CC=C1)C(=O)OC(C)(C)C)NCC=1C=C2C(=NC1)SC=C2